C(C)(C)(C)OC(=O)N1[C@@H](COCC1)C(=O)O (3S)-4-tert-butoxycarbonyl-morpholine-3-carboxylic acid